CC1=NC=NC=C1C(=O)NC(CCC=CC(=O)[O-])C=O 6-(4-methylpyrimidin-5-carboxamido)-7-oxohept-2-enoat